[18F]CC(COC1=CC2=C(N=C(S2)\C=C\C#CC=2C=NC(=CC2)NC)C=C1)O (E)-1-[18F]fluoro-3-(2-(4-(6-(methylamino)pyridine-3-yl)buta-1-en-3-ynyl)benz[d]thiazole-6-yloxy)propan-2-ol